[Co](C#N)C#N.[Zn] zinc-cobalt cyanide